3-(bis(4,4,5,5-tetramethyl-1,3,2-dioxaborolan-2-yl)methyl)-3-methylcyclobutan-1-one CC1(OB(OC1(C)C)C(C1(CC(C1)=O)C)B1OC(C(O1)(C)C)(C)C)C